(2R,5S)-2-(4-phenoxyphenyl)-5-[(pyrimidin-2-ylmethylamino)methyl]-1,4-thiazepan-3-one O(C1=CC=CC=C1)C1=CC=C(C=C1)[C@H]1SCC[C@H](NC1=O)CNCC1=NC=CC=N1